O=C1NC(CCC1N1C(C2=CC=CC(=C2C1=O)SCCC(=O)N1CCN(CC1)C1CCN(CC1)C1=NC=C(C(=O)N2CCC(CC2)CCCCNC(\C=C\C=2C=NC=CC2)=O)C=C1)=O)=O (E)-N-(4-(1-(6-(4-(4-(3-((2-(2,6-dioxopiperidin-3-yl)-1,3-dioxoisoindolin-4-yl)thio)propanoyl)piperazin-1-yl)piperidin-1-yl)nicotinoyl)piperidin-4-yl)butyl)-3-(pyridin-3-yl)acrylamide